2-(2-fluorophenoxy)-1-(5-(5-(trifluoromethyl)-1,2,4-oxadiazol-3-yl)pyridin-2-yl)ethan-1-one FC1=C(OCC(=O)C2=NC=C(C=C2)C2=NOC(=N2)C(F)(F)F)C=CC=C1